2-hydroxyethyl-5'-methyl-4-pentyl-1',2',3',4'-tetrahydro-[1,1'-biphenyl]-3-sulfonamide OCCC1=C(C=CC(=C1S(=O)(=O)N)CCCCC)C1CCCC(=C1)C